C(C)(C)(C)N1C(NC(=NC1=O)SCC)=O 3-tert-butyl-6-ethylsulfanyl-1,3,5-triazine-2,4(1H,3H)-dione